(3,5-di-tert-butyl-4-hydroxyphenyl)(phenyl)methanone C(C)(C)(C)C=1C=C(C=C(C1O)C(C)(C)C)C(=O)C1=CC=CC=C1